C(C)(C)(C)OC1=NC(=CC(=C1)N1[C@@H](COCC1)C)Cl (3R)-4-(2-tert-butoxy-6-chloro-4-pyridinyl)-3-methyl-morpholine